FC=1C=C(C=CC1O)C(C1=CC(=C(C(=C1)I)O)I)C1=CC(=C(C(=C1)I)O)I 4,4'-((3-fluoro-4-hydroxyphenyl)methylene)bis(2,6-diiodophenol)